2,3-DIFLUORoBENZYLISOCYANIDE FC1=C(C[N+]#[C-])C=CC=C1F